9H-fluoren-9-ylmethyl (2S,4S)-4-cyclohexyl-2-[[(1S)-2-methoxy-2-oxo-1-[[(3S)-2-oxopyrrolidin-3-yl]methyl]ethyl]carbamoyl]pyrrolidine-1-carboxylate C1(CCCCC1)[C@@H]1C[C@H](N(C1)C(=O)OCC1C2=CC=CC=C2C=2C=CC=CC12)C(N[C@H](C(=O)OC)C[C@H]1C(NCC1)=O)=O